C(C)(C)(C)OC(=O)N[C@H](C(=O)OC(C)(C)C)CCNC1=CC=C2C=CC(=NC2=C1)N(C)CC1=C(C=C(C=C1)OC)OC tert-butyl (2S)-2-{[(tert-butoxy)carbonyl]amino}-4-[(2-{[(2,4-dimethoxyphenyl)methyl](methyl)amino}quinolin-7-yl)amino]butanoate